C1(=CC=CC=C1)C1(CC(C1)=O)C1=CC=CC=C1 3-phenyl-3-phenylcyclobutanone